C(C1=CC=CC=C1)OC(=O)N[C@@H](C)C(=O)OCC(C)(C)OC 2-methoxy-2-methylpropyl ((benzyloxy)carbonyl)-L-alaninate